1-((2R,4aS,6aS,9S,12bR,14aS,14bR)-9-methoxy-2,4a,6a,9,12b,14a-hexamethyl-10,11-dioxo-1,2,3,4,4a,5,6,6a,9,10,11,12b,13,14,14a,14b-hexadecahydropicene-2-yl)urea CO[C@]1(C2=CC=C3[C@]4(CC[C@]5(CC[C@@](C[C@H]5[C@@]4(CC[C@]3(C2=CC(C1=O)=O)C)C)(C)NC(=O)N)C)C)C